α-D-lyxofuranose O[C@@H]1[C@@H](O)[C@@H](O)[C@H](O1)CO